1,3-di-N-butyl-2-imidazolidinone C(CCC)N1C(N(CC1)CCCC)=O